C(C)N1N=C2N=C(C=NC2=C1)N[C@@H](C)C=1C=C(C=CC1)NC(CC1=CC=C(C=C1)F)=O (S)-N-(3-(1-((2-ethyl-2H-pyrazolo[3,4-b]pyrazin-6-yl)amino)ethyl)phenyl)-2-(4-fluorophenyl)acetamide